4-(Benzyloxy)-2-(1,1-difluoroethyl)pyrimidine C(C1=CC=CC=C1)OC1=NC(=NC=C1)C(C)(F)F